6-(4-cyano-2-fluorophenyl)-4-(isopropylamino)-5-nitronicotinic acid ethyl ester C(C)OC(C1=CN=C(C(=C1NC(C)C)[N+](=O)[O-])C1=C(C=C(C=C1)C#N)F)=O